(3-(hydroxyimino)-1-phenylbutyl)(sec-butyl)phosphinic acid ON=C(CC(C1=CC=CC=C1)P(O)(=O)C(C)CC)C